OCC(CCCC(C(=O)OCC1=CC=CC=C1)(C)C1=CC(=CC=C1)O)(C)C benzyl 7-hydroxy-2-(3-hydroxyphenyl)-2,6,6-trimethylheptanoate